IC=1C=C(C=C(C1)F)N(C1=NC=2N(C3=CC=C(C(=C13)F)F)C=NN2)CC N-(3-iodo-5-fluorophenyl)-N-ethyl-6,7-difluoro-[1,2,4]triazolo[4,3-a]quinazolin-5-amine